(2,6-dimethyl-4-(2-(pyrrolidin-1-yl)-4-(trifluoromethyl)benzyl)piperazin-1-yl)(1H-1,2,4-triazol-1-yl)methanone CC1N(C(CN(C1)CC1=C(C=C(C=C1)C(F)(F)F)N1CCCC1)C)C(=O)N1N=CN=C1